C(N)(=O)C1=NN(C=C1NC(=O)C=1N=C(OC1)C1=CC=NC=C1)C1=CC=C(C(=O)OC(=O)OC(C)C)C=C1 1-Isopropoxycarbonyl 4-[3-carbamoyl-4-[[2-(4-pyridyl)oxazole-4-carbonyl]amino]pyrazol-1-yl]benzoate